(2R,3R,4R,5R)-4-((tert-butyldimethylsilyl)oxy)-2-(hydroxymethyl)-5-(2-isobutyramido-6-oxo-1,6-dihydro-9H-purin-9-yl)tetrahydro-furan-3-ylphosphonic acid ammonium [NH4+].[Si](C)(C)(C(C)(C)C)O[C@H]1[C@@H]([C@H](O[C@H]1N1C=2N=C(NC(C2N=C1)=O)NC(C(C)C)=O)CO)P(O)(O)=O